1-(5-chloropyrazin-2-yl)cyclobutan-1-ol ClC=1N=CC(=NC1)C1(CCC1)O